3-[2-amino-9-[[4-nitro-3-(trifluoromethyl)phenyl]methyl]purin-6-yl]benzonitrile NC1=NC(=C2N=CN(C2=N1)CC1=CC(=C(C=C1)[N+](=O)[O-])C(F)(F)F)C=1C=C(C#N)C=CC1